C1(CCCC1)N1C(C(=CC2=C1N=C(N=C2)NC2=CC1=C(NC(CCC1)=O)C=C2)C#N)=O 8-cyclopentyl-7-oxo-2-((2-oxo-2,3,4,5-tetrahydro-1H-benzo[b]azepin-7-yl)amino)-7,8-dihydropyrido[2,3-d]pyrimidine-6-carbonitrile